C(C)(C)(C)OC(=O)N1[C@@H]2[C@H](NC[C@H]1CC2)COC2=NC(=C(C=1N=CNC(C12)=O)F)Cl (1S,2S,5R)-2-(((7-chloro-8-fluoro-4-oxo-3,4-dihydropyrido[4,3-d]pyrimidin-5-yl)oxy)methyl)-3,8-diazabicyclo[3.2.1]octane-8-carboxylic acid tert-butyl ester